C1=CC(=C(C(=C1N)N)F)Br 6-bromo-2,3-diaminofluorobenzene